3-amino-4-(7-fluoro-1H-indazol-4-yl)-6-pyrrolidin-3-yl-1H-1,7-phenanthrolin-2-one NC=1C(NC2=C3C=CC=NC3=C(C=C2C1C1=C2C=NNC2=C(C=C1)F)C1CNCC1)=O